C(C)(=O)OC1=CC=C(C=C1)/C=C/C(=O)OCCCC(C(F)(F)F)(F)F 4,4,5,5,5-pentafluoropentyl (E)-3-(4-acetoxyphenyl)prop-2-enoate